BrCCCN1CCCC2=CC=CC=C12 1-(3-bromopropyl)-1,2,3,4-tetrahydroquinoline